NC(CC[C@H](C1=NOC(=C1)[C@H]([C@@H](C)O)N)NC(N[C@H](C(=O)O)[C@H](C)O)=O)=O (2S,3S)-2-(3-((R)-4-amino-1-(5-((1S,2R)-1-amino-2-hydroxypropyl)isoxazol-3-yl)-4-oxobutyl)ureido)-3-hydroxybutyric acid